ClC1=C(C=CC=C1)[C@H](C)OC(=O)NC=1C(=NSC1C1=CC=C(C(=N1)C)NC(=O)C1CCCCC1)C (1S,2S)-2-((6-(4-((((R)-1-(2-Chlorophenyl)ethoxy)carbonyl)amino)-3-methylisothiazol-5-yl)-2-methylpyridin-3-yl)carbamoyl)cyclohexan